C([O-])([O-])=O.[Li+].CC=1OC(=NN1)C=1C=CC2=C(C(=CO2)C2=CC=C(C=C2)S(=O)C)C1.[Li+] 2-methyl-5-[3-[4-(methylsulfinyl)phenyl]-5-benzofuranyl]-1,3,4-oxadiazole lithium carbonate